CN1C=C(C(=CC1=O)C1=CC=CC=C1)C=1C=NN(C1)CC(=O)OC methyl 2-(4-(1-methyl-6-oxo-4-phenyl-1,6-dihydro-pyridin-3-yl)-1H-pyrazol-1-yl)acetate